ethyl 3-piperidinylcarboxylate N1CC(CCC1)C(=O)OCC